CC(=NO)CC methylethylketoxime